C(C)(C)C=1C=C(C=NC1)CN1N=C(C=CC1=O)C=1C=NC(=NC1)OCC(F)(F)F 2-((5-isopropylpyridin-3-yl)methyl)-6-(2-(2,2,2-trifluoroethoxy)pyrimidin-5-yl)pyridazine-3(2H)-one